2'-(6-amino-5-cyanopyridin-3-yl)-N-[(1R)-1-(2-fluorophenyl)ethyl]-5',6'-dihydrospiro[pyrrolidine-3,4'-pyrrolo[1,2-b]pyrazole]-1-carboxamide NC1=C(C=C(C=N1)C=1C=C2N(N1)CCC21CN(CC1)C(=O)N[C@H](C)C1=C(C=CC=C1)F)C#N